FC(OC(C(OC(F)F)(F)F)(F)F)F [2-(difluoromethoxy)-1,1,2,2-tetrafluoroethoxy]difluoromethane